(R,S)-4-(2-{[6-(4,4-difluoro-4-phenylbutoxy)hexyl]amino}-1-hydroxy-ethyl)-2-(hydroxymethyl)phenol FC(CCCOCCCCCCNC[C@H](O)C1=CC(=C(C=C1)O)CO)(C1=CC=CC=C1)F